C(CCCCCCC\C=C/CCCCCCCC)OC(=S)[S-].[Zn+2].C(CCCCCCC\C=C/CCCCCCCC)OC(=S)[S-] Zinc Oleylxanthate